CN1C=C(C2=CC=CC=C12)[C@@H](CNS(=O)(=O)C1=CC=C2C=CNC2=C1)N1C[C@@H](CC1)C1=CC=CC=C1 N-((S)-2-(1-methyl-1H-indol-3-yl)-2-((S)-3-phenylpyrrolidin-1-yl)ethyl)-1H-indole-6-sulfonamide